propenyl propyl ether C(CC)OC=CC